C1(=CC=CC=C1)C=1C(=NNC1)C=O phenyl-pyrazolecarbaldehyde